3-(benzoyloxy)-2-chloro-6-(2-(pyridin-3-yl)pyridin-1-yl)pyridine C(C1=CC=CC=C1)(=O)OC=1C(=NC(=CC1)N1C(C=CC=C1)C=1C=NC=CC1)Cl